ClC1=CC=2N(C=C1)C=C(N2)C(=O)NNC(NC2=CC=C(C=C2)OC2=CC=CC=C2)=S 2-(7-Chloroimidazo[1,2-a]pyridine-2-carbonyl)-N-(4-phenoxyphenyl)hydrazine-1-carbothioamide